NC(CC=1C=C(C=NC1)C1=C(C2=C(NC3=C(C=C(C=C23)F)N(C(OC(C)(C)C)=O)CC)N=C1)N1N=C(C=C1)C(F)(F)F)=N tert-butyl (3-(5-(2-amino-2-iminoethyl)pyridin-3-yl)-6-fluoro-4-(3-(trifluoromethyl)-1H-pyrazol-1-yl)-9H-pyrido[2,3-b]indol-8-yl)(ethyl)carbamate